N-benzyl-5-nitro-4-phenylpyridin-2-amine C(C1=CC=CC=C1)NC1=NC=C(C(=C1)C1=CC=CC=C1)[N+](=O)[O-]